C1CN(CCC12CCNCC2)CC2CCN(CC2)C=2C=CC=C1C(=NN(C21)C)C2C(NC(CC2)=O)=O 3-(7-(4-((3,9-diazaspiro[5.5]undec-3-yl)methyl)piperidin-1-yl)-1-methyl-1H-indazol-3-yl)piperidine-2,6-dione